(R)-5-(8-Methoxy-[1,2,4]triazolo[1,5-a]pyridin-6-yl)-1-(1-methylpiperidin-3-yl)-6-(trifluoromethyl)-1,3-dihydro-2H-benzo[d]imidazol-2-on COC=1C=2N(C=C(C1)C1=CC3=C(N(C(N3)=O)[C@H]3CN(CCC3)C)C=C1C(F)(F)F)N=CN2